FC1(CC1)C(=O)NC=1N=CC2=CC=C(C=C2C1)C=1C=NN(C1)C 1-fluoro-N-(6-(1-methyl-1H-pyrazol-4-yl)isoquinolin-3-yl)cyclopropane-1-carboxamide